(4S,5R)-4-(5-Chlorofuran-2-yl)-1,3-bis(2,4-difluorophenyl)-5-methyl-N-(((S)-4-methylmorpholin-2-yl)methyl)-4,5-dihydro-1H-pyrazole-5-carboxamide ClC1=CC=C(O1)[C@@H]1C(=NN([C@]1(C(=O)NC[C@H]1CN(CCO1)C)C)C1=C(C=C(C=C1)F)F)C1=C(C=C(C=C1)F)F